1-[4-(4-butyrylpiperazine-1-carbonyl)phenyl]-3-[(1r,3r,5s,7r)-3,5-dimethyladamantan-1-yl]urea C(CCC)(=O)N1CCN(CC1)C(=O)C1=CC=C(C=C1)NC(=O)NC12C[C@]3(C[C@](CC(C1)C3)(C2)C)C